4-dimethylaminopyridine hydrochloride Cl.CN(C1=CC=NC=C1)C